(4-(2-Chlorophenyl)-3,6-dihydropyridin-1(2H)-yl)(2-fluoro-6-(trifluoromethyl)phenyl)methanone oxime ClC1=C(C=CC=C1)C=1CCN(CC1)C(=NO)C1=C(C=CC=C1C(F)(F)F)F